C(C([2H])([2H])[2H])(SC1=C(C(=CC(=C1)N1CC2=CC=C(C=C2CC1)F)C)NC(CC(C)(C)C)=O)([2H])[2H] N-(2-((ethyl-d5)thio)-4-(6-fluoro-3,4-dihydroisoquinolin-2(1H)-yl)-6-methylphenyl)-3,3-dimethylbutanamide